7α-Hydroxy-3-oxochol-4-en-24-oic acid O[C@H]1[C@H]2[C@@H]3CC[C@H]([C@@H](CCC(=O)O)C)[C@]3(CC[C@@H]2[C@]2(CCC(C=C2C1)=O)C)C